N-[(4-(6-trifluoromethylpyridin-2-yloxy)phenyl)thiocarbamoyl]furan-2-carboxamide FC(C1=CC=CC(=N1)OC1=CC=C(C=C1)NC(=S)NC(=O)C=1OC=CC1)(F)F